OC1(CCNCC1)C1=CC=C2C(N(N(C2=C1)C)C1C(NC(CC1)=O)=O)=O 3-[6-(4-hydroxy-4-piperidyl)-1-methyl-3-oxo-indazol-2-yl]piperidine-2,6-dione